7-butoxy-1-methyl-2-oxo-4-[4-(phenylsulfanyl)piperidin-1-yl]-1,2-dihydroquinoline-3-carbonitrile C(CCC)OC1=CC=C2C(=C(C(N(C2=C1)C)=O)C#N)N1CCC(CC1)SC1=CC=CC=C1